C(C)C(COC(CCC(=O)O)=O)(CC)SN=O 4-[2-ethyl-2-(nitrosothio)butoxy]-4-oxobutanoic acid